CC1=NC(=CC(=C1)C=1C=C2CCC(N(C2=CC1NC1=C2C(N(C(C2=CC=C1)=O)C1C(NC(CC1)=O)=O)=O)C)=O)C 4-((6-(2,6-dimethylpyridin-4-yl)-1-methyl-2-oxo-1,2,3,4-tetrahydroquinolin-7-yl)amino)-2-(2,6-dioxopiperidin-3-yl)isoindoline-1,3-dione